(S)-1-(2-oxo-2-(pyrrolidin-1-yl)ethyl)-3-(trifluoromethyl)-N-(1-(3-(2-(trifluoromethyl)pyridin-4-yl)-1,2,4-oxadiazol-5-yl)ethyl)-1H-pyrazole-5-carboxamide O=C(CN1N=C(C=C1C(=O)N[C@@H](C)C1=NC(=NO1)C1=CC(=NC=C1)C(F)(F)F)C(F)(F)F)N1CCCC1